2-naphthyl-4-((tert-butoxycarbonyl) amino)-3-fluorobenzoate C1=C(C=CC2=CC=CC=C12)OC(C1=CC(=C(C=C1)NC(=O)OC(C)(C)C)F)=O